n-octyl-decyl phthalate C(C=1C(C(=O)[O-])=CC=CC1)(=O)OC(CCCCCCCCC)CCCCCCCC